C(C)(=O)C1=C(C2=C(N=C(N=C2)NC2=NC=C(C=C2)N2CCNCC2)N(C1=O)C1CCCC1)C 6-acetyl-8-cyclopentyl-5-methyl-2-(5-(piperazin-1-yl)pyridin-2-ylamino)pyrido[2,3-d]pyrimidin-7(8H)-one